3-furfuryl-8-methoxy-3,4-dihydro-2H-1,3-benzoxazine C(C1=CC=CO1)N1COC2=C(C1)C=CC=C2OC